O=C(CC[C@H]1NC(OC1)=O)N1CC2(C1)CC(C2)CC=2C=NC(=NC2)C(F)(F)F (4R)-4-[3-oxo-3-[6-[[2-(trifluoromethyl)pyrimidin-5-yl]methyl]-2-azaspiro[3.3]heptan-2-yl]propyl]oxazolidin-2-one